ClC1=CC=C(C(=N1)C(=O)NS(=O)(=O)C)N[C@H](C)C=1C=C(C=C2C(C(=C(OC12)C=1N=NN(C1)C)C)=O)C 6-Chloro-3-[[(1R)-1-[3,6-dimethyl-2-(1-methyltriazol-4-yl)-4-oxo-chromen-8-yl]ethyl]amino]-N-methylsulfonyl-pyridine-2-carboxamide